C(C)(C)(C)OC(=O)N1[C@@H]([C@H]2CN(C[C@H]2C1=O)CC1=CC=CC=C1)C (1R,3aS,6aR)-5-benzyl-1-methyl-3-oxo-hexahydropyrrolo[3,4-c]pyrrole-2(1H)-carboxylic acid tert-butyl ester